C(C)C(CCCCC)(OC(=S)[S-])CC.[Na+].FC=1C(=C(OC2=C(N)C=C(C(=C2)C(F)(F)F)F)C=CC1F)OC 2-(3,4-difluoro-2-methoxy-phenoxy)-5-fluoro-4-(trifluoromethyl)aniline sodium diethylhexyl-xanthate